ethyl 3-[1-(4-bromobutyl)-4-methyl-1H-benzotriazol-5-yl]-3-{3-chloro-5-[(6-hydroxy-2,2-dioxo-2H-1,2λ6,3-benzoxathiazin-3(4H)-yl)methyl]-4-methoxyphenyl}propanoate BrCCCCN1N=NC2=C1C=CC(=C2C)C(CC(=O)OCC)C2=CC(=C(C(=C2)CN2S(OC1=C(C2)C=C(C=C1)O)(=O)=O)OC)Cl